2-(3-methyl-6-oxo-1H-pyridazine-5-carbonyl)cyclohexane-1,3-dione CC1=NNC(C(=C1)C(=O)C1C(CCCC1=O)=O)=O